COC(=O)C1(C(SC2=CC=CC=C2C1=O)C1=CC=CC=C1)CC=C=CC1=C(C=CC=C1)C (-)-Methyl-4-oxo-2-phenyl-3-(4-(o-tolyl)buta-2,3-dien-1-yl)thiochromane-3-carboxylate